Trans-5-benzyl-3a-methylhexahydropyrrolo[3,4-c]pyrrole-2(1H)-carboxylic acid tert-butyl ester C(C)(C)(C)OC(=O)N1C[C@H]2CN(C[C@@]2(C1)C)CC1=CC=CC=C1